C(C)(=O)N1CCN(CC1)C1=CC(=NC(=C1)NCC1=CC=C(C=C1)OC)C=1C=C2CN(C(C2=CC1)=O)[C@@H](CCC(=O)OC(C)(C)C)C(=O)N tert-butyl (S)-4-(5-(4-(4-acetylpiperazin-yl)-6-((4-methoxybenzyl) amino) pyridin-2-yl)-1-oxoisoindolin-2-yl)-5-amino-5-oxovalerate